OC(=O)C(F)(F)F.FC1=CC=C(C=C1)[C@@H]1[C@H](C1)NCC(=O)N1CC2=CC(=CC=C2CC1)C(=O)NO 2-(2-(((1S,2R)-2-(4-fluorophenyl)cyclopropyl)amino)acetyl)-N-hydroxy-1,2,3,4-tetrahydroisoquinoline-7-carboxamide TFA Salt